ClC1=CC(=C(C=C1)O)C(C)NCC#CC1=CC=C(C=C1)C1=CC=C(C=C1)OCOC 4-chloro-2-(1-((3-(4'-(methoxymethoxy)-[1,1'-biphenyl]-4-yl)prop-2-yn-1-yl)amino)ethyl)phenol